ClCC(=O)NC1=CC=C(C=C1)S(N(C(C)C)C)(=O)=O 2-chloro-N-{4-[methyl(propan-2-yl)sulfamoyl]phenyl}acetamide